N-(4-methylbenzenesulfonyl)-S-phenyl-S-(4-chlorophenyl)sulfilimine CC1=CC=C(C=C1)S(=O)(=O)N=S(C1=CC=C(C=C1)Cl)C1=CC=CC=C1